(S)-4-(((4-oxochroman-7-yl)oxy)(pyridin-4-yl)methyl)-1-naphthamide O=C1CCOC2=CC(=CC=C12)O[C@H](C1=CC=C(C2=CC=CC=C12)C(=O)N)C1=CC=NC=C1